FCCCCCCC(=O)NCCCC(C)O 7-fluoro-N-(4-hydroxypentyl)heptanamide